CN1C=C(C=N1)C2=CN3C(=CC=N3)C(=N2)C4=CN(N=C4)C5(CC(C5)C#N)CC#N (1s,3s)-3-(cyanomethyl)-3-(4-(6-(1-methyl-1H-pyrazol-4-yl)pyrazolo[1,5-a]pyrazin-4-yl)-1H-pyrazol-1-yl)cyclobutane-1-carbonitrile